Methyl 22-Hydroxydocosa-4,7,10,13,16,19-hexaynoate OCCC#CCC#CCC#CCC#CCC#CCC#CCCC(=O)OC